N1(C=NC=C1)CCCOC=1C=CC(=C(C1)C=1C(=NC2=NC(=CC=C2C1)NCCCCC)NC(=O)NC(C)(C)C)OC 1-(3-(5-(3-(1H-imidazol-1-yl)propoxy)-2-methoxyphenyl)-7-(pentylamino)-1,8-naphthyridin-2-yl)-3-(tert-butyl)urea